O=P(O)(O)OC(CO)CO GLYCEROPHOSPHATE